N1(C=NC=C1)C1=CN=CC(=N1)C(=O)NC(C)C 6-(1H-imidazol-1-yl)-N-isopropylpyrazine-2-carboxamide